3-((3aR,5s,6aS)-5-((5-(4-oxo-4,5,6,7-tetrahydropyrazolo[1,5-a]pyrazin-2-yl)-1H-pyrrolo[2,3-b]pyridin-4-yl)amino)hexahydrocyclopenta[c]pyrrol-2(1H)-yl)propanenitrile O=C1C=2N(CCN1)N=C(C2)C=2C(=C1C(=NC2)NC=C1)NC1C[C@@H]2[C@@H](CN(C2)CCC#N)C1